O=C1NC(CCC1N1C(C2=CC=CC(=C2C1=O)NC1CC(C1)OCCN(C(OCC1=CC=CC=C1)=O)C)=O)=O 1-Benzyl N-[2-[3-[[2-(2,6-dioxo-3-piperidyl)-1,3-dioxo-isoindolin-4-yl]amino]cyclobutoxy]ethyl]-N-methyl-carbamate